BrC=1N=C2C(=NC1)N(C(=N2)N2CCC1(CC2)[C@@H](C2=CC=CC=C2C1)N)COCC[Si](C)(C)C(C)(C)C (S)-1'-(5-bromo-1-((2-(tert-butyldimethylsilyl)ethoxy)methyl)-1H-imidazo[4,5-b]pyrazin-2-yl)-1,3-dihydrospiro[indene-2,4'-piperidin]-1-amine